4-[4-[(5R)-5-(azidomethyl)-4,5-dihydroisoxazol-3-yl]-2,6-difluoro-phenyl]-1,1-dioxo-thian-4-ol N(=[N+]=[N-])C[C@H]1CC(=NO1)C1=CC(=C(C(=C1)F)C1(CCS(CC1)(=O)=O)O)F